FC1=CC=C2C=C(N(C2=C1)S(=O)(=O)C1=CC=C(C=C1)C)C1=CC=CC=C1 6-fluoro-2-phenyl-1-[(4-methylphenyl)sulfonyl]-1H-indole